methyl (1s,5s)-5-(4-(6-((4-cyano-2-fluorobenzyl) oxy) pyridin-2-yl) piperidin-1-yl)-1-methyl-1,2,4,5-tetrahydrobenzo[4,5]imidazo[1,2-d][1,4]oxazepine-9-carboxylate C(#N)C1=CC(=C(COC2=CC=CC(=N2)C2CCN(CC2)[C@H]2C=3N([C@H](COC2)C)C2=C(N3)C=CC(=C2)C(=O)OC)C=C1)F